(R,E)-2-methyl-2-(2-sulfamoylvinyl)pyrrolidine-1-carboxylate C[C@]1(N(CCC1)C(=O)[O-])\C=C\S(N)(=O)=O